FC1=C(N)C=C(C(=C1)OC1=CC2=C(N(C=N2)C)C=C1)C 2-fluoro-5-methyl-4-[(1-methyl-1,3-benzodiazol-5-yl)oxy]aniline